NC1=NC=CC(=C1C#C)OC1=C(C=C(C=C1F)NC(=O)C=1C=NN(C1C(F)(F)F)C1=NC=CC=C1F)F N-(4-((2-amino-3-ethynylpyridin-4-yl)oxy)-3,5-difluorophenyl)-1-(3-fluoropyridin-2-yl)-5-(trifluoromethyl)-1H-pyrazole-4-carboxamide